1-methyl-2-selenoxoimidazolidin-4-one CN1C(NC(C1)=O)=[Se]